isopropyl (S)-6-diazo-2-((S)-2-(methylthio)propanamido)-5-oxohexanoate [N+](=[N-])=CC(CC[C@@H](C(=O)OC(C)C)NC([C@H](C)SC)=O)=O